NC(C(=O)O)(CCCCB(O)O)CCCN(C)C1CCCCC1 2-amino-6-borono-2-(3-(cyclohexyl-(methyl)amino)propyl)hexanoic acid